(2S)-4-[2-(benzenesulfonyl)ethyl-[4-(5,6,7,8-tetrahydro-1,8-naphthyridin-2-yl)butyl]amino]-2-[[(3S,5R)-3,5-dimethylmorpholine-4-carbonyl]amino]butanoic acid C1(=CC=CC=C1)S(=O)(=O)CCN(CC[C@@H](C(=O)O)NC(=O)N1[C@H](COC[C@H]1C)C)CCCCC1=NC=2NCCCC2C=C1